8-fluoro-4-methoxy-2,6,8-trimethyl-6,8-dihydro-7H-pyrrolo[2,3-g]quinazolin-7-one FC1(C(N(C=2C=C3C(=NC(=NC3=CC21)C)OC)C)=O)C